FC=1C=C(CNC2=NC(N3C(N4[C@@]5(CO[C@H](C4)C5)C3)=C2OC)=O)C=CC1F (3S,11aR)-7-((3,4-Difluorobenzyl)amino)-6-methoxy-3,4-dihydro-1H,9H,11H-3,11a-methanopyrimido[6',1':2,3]imidazo[5,1-c][1,4]oxazin-9-one